C12CNCC(N1C1=C3CN(C(C3=CC(=C1F)F)=O)C1CNCCC1)C2 3-(4-(3,6-diazabicyclo[3.1.1]heptane-6-yl)-5,6-difluoro-1-oxoisoindoline-2-yl)piperidine